dodecafluoroheptyl methacrylate CC(=C)C(=O)OC(C(C(C(C(C(C)(F)F)(F)F)(F)F)(F)F)(F)F)(F)F